BrC=1C=C2C(=C(C=NC2=CC1F)[N+](=O)[O-])C1(CC(C1)(C)C)C(=O)OCCCCCCCCCC Decyl 1-(6-bromo-7-fluoro-3-nitroquinolin-4-yl)-3,3-dimethylcyclobutane-1-carboxylate